NC=1C=CC(=C(C1)NC(C)=O)N(CC)CCN(C)C N-(5-amino-2-((2-(dimethylamino)ethyl)(ethyl)amino)phenyl)acetamide